ClC=1C(=C(C(=NC1)C(F)(F)F)NC(\C=C\C1=C(C=C2C=NNC2=C1)F)=O)C (E)-N-(5-chloro-4-methyl-2-(trifluoromethyl)pyridin-3-yl)-3-(5-fluoro-1H-indazol-6-yl)acrylamide